C1(=CC=C(C=C1)C1=NC(=NC(=N1)C1=CC=C(C=C1)C1=CC=CC=C1)C1=C(C=C(C=C1)OCC(CCCC)CC)O)C1=CC=CC=C1 2-(4,6-di([1,1-biphenyl]-4-yl)-1,3,5-triazin-2-yl)-5-((2-ethylhexyl)oxy)phenol